5-[2-(2-Fluoro-4-pyridyl)-5-(trifluoromethyl)imidazo[4,5-b]pyridin-3-yl]indoline FC1=NC=CC(=C1)C1=NC=2C(=NC(=CC2)C(F)(F)F)N1C=1C=C2CCNC2=CC1